Methyl 1-((3S,10R,13S)-3-hydroxy-10,13-dimethyl-2,3,4,7,8,9,10,11,12,13,14,15-dodecahydro-1H-cyclopenta[a]phenanthren-17-yl)-1H-imidazole-4-carboxylate O[C@H]1CC[C@@]2(C3CC[C@@]4(C(=CCC4C3CC=C2C1)N1C=NC(=C1)C(=O)OC)C)C